(8-hydroxyquinolin-5-yl) methyl-piperazine-1-carboxylate CC1N(CCNC1)C(=O)OC1=C2C=CC=NC2=C(C=C1)O